ClC1=C(C(=O)N2COC3=C(C2)C=CC=C3B(O)O)C(=CC(=C1)C=1C=NN(C1)C)Cl [3-[2,6-dichloro-4-(1-methylpyrazol-4-yl)benzoyl]-2,4-dihydro-1,3-benzoxazin-8-yl]boronic acid